ClC1=C(C(=CC=C1Cl)F)C1(CN(CC1)C(=O)OC(C)(C)C)NC1=CC=C2C=CN(C(C2=C1)=O)C([2H])([2H])[2H] tert-butyl 3-(2,3-dichloro-6-fluorophenyl)-3-((2-(methyl-d3)-1-oxo-1,2-dihydroisoquinolin-7-yl)amino)pyrrolidine-1-carboxylate